(3R,7S)-2-(3,4-dichlorobenzoyl)-9-((S*)-1-(6-methoxypyridin-3-yl)ethyl)-N,3-dimethyl-10-oxo-1,2,3,4,7,8,9,10-octahydropyrido[4',3':3,4]pyrazolo[1,5-a]pyrazine-7-carboxamide ClC=1C=C(C(=O)N2CC=3C(=NN4C3C(N(C[C@H]4C(=O)NC)[C@@H](C)C=4C=NC(=CC4)OC)=O)C[C@H]2C)C=CC1Cl |o1:21|